2-chloro-5-fluoro-1',2',3',6'-tetrahydro-3,4'-bipyridine ClC1=NC=C(C=C1C=1CCNCC1)F